N-(1'-(6-(1-cyclopropyl-1H-pyrazol-4-yl)-4-methylpyridin-2-yl)-1',2'-dihydrospiro[cyclopropane-1,3'-pyrrolo[3,2-c]pyridin]-6'-yl)acetamide C1(CC1)N1N=CC(=C1)C1=CC(=CC(=N1)N1CC2(C=3C=NC(=CC31)NC(C)=O)CC2)C